COC1=CC=C(CCN)C=C1 (S)-4-methoxyphenethylamine